3-[(1,3-benzothiazol-6-yl)methyl]-1-[(2,4-difluorophenyl)methyl]-1-(1-methylpiperidin-4-yl)urea S1C=NC2=C1C=C(C=C2)CNC(N(C2CCN(CC2)C)CC2=C(C=C(C=C2)F)F)=O